ClC1=C(N(C(C2=C(C=CC=C12)C1=CC2=C(OCCO2)C=C1)=O)C1=CC=CC=C1)[C@H](C)NC=1C2=C(N=CN1)NC=CC2=O (S)-4-((1-(4-chloro-8-(2,3-dihydrobenzo[b][1,4]dioxin-6-yl)-1-oxo-2-phenyl-1,2-dihydroisoquinolin-3-yl)ethyl)amino)pyrido[2,3-d]pyrimidin-5(8H)-one